1-(4-bromo-2,6-difluorobenzyl)-8-methoxy-1,2,3,4-tetrahydropyrazino[2,3-c][1,8]naphthyridine BrC1=CC(=C(CN2CCNC=3C=NC=4N=C(C=CC4C32)OC)C(=C1)F)F